6-chloro-4-((4-(3-methoxyoxetan-3-yl)phenyl)amino)pyridazine-3-carboxylate ClC1=CC(=C(N=N1)C(=O)[O-])NC1=CC=C(C=C1)C1(COC1)OC